tert-butyl [2-amino-2-(hydroxyimino)ethyl]carbamate NC(CNC(OC(C)(C)C)=O)=NO